4,4'-((4-(phenylcarbamoyl)pyridine-2,6-diyl)bis(1H-1,2,3-triazole-4,1-diyl))bis(2-hydroxybenzoic acid) C1(=CC=CC=C1)NC(=O)C1=CC(=NC(=C1)C=1N=NN(C1)C1=CC(=C(C(=O)O)C=C1)O)C=1N=NN(C1)C1=CC(=C(C(=O)O)C=C1)O